ClC=1C=C2C(=C3C1NC(NC31CCCCC1)=O)OC(=N2)CN2CCC(CC2)OC 5-chloro-2-[(4-methoxypiperidin-1-yl)methyl]-7,8-dihydro-6H-spiro[[1,3]oxazolo[5,4-f]quinazoline-9,1'-cyclohexan]-7-one